O=S1(CCN(CC1)C1=NC2=CC(=CC(=C2C=C1C1=CC=C(C=C1)F)C(C)NC1=C(C(=O)O)C=CC=C1)C)=O 2-((1-(2-(1,1-dioxidothiomorpholino)-3-(4-fluorophenyl)-7-methylquinolin-5-yl)ethyl)amino)benzoic acid